C(N)(=N)C=1C=C(SC1)CNC(=O)[C@H]1N(C[C@@H](C1)C1CCCC1)C(CNC(C1=CC=C(C=C1)OC1=CC=CC=C1)=O)=O (2S,4S)-N-((4-carbamimidoylthiophen-2-yl)methyl)-4-cyclopentyl-1-((4-phenoxy-benzoyl)glycyl)pyrrolidine-2-carboxamide